(3R)-3-{[2-(4-methoxyphenyl)[1,2,4]triazolo[1,5-c]quinazolin-5-yl]amino}azepan-2-one COC1=CC=C(C=C1)C1=NN2C(=NC=3C=CC=CC3C2=N1)N[C@H]1C(NCCCC1)=O